C(C)O/C=C/C=1C=C(C=CC1)C(C(=O)O)C 2-{3-[(1E)-2-ethoxyethenyl]phenyl}propanoic acid